6-chloro-3-(4-hydroxyphenyl)-2-methylquinazolin-4(3H)-one ClC=1C=C2C(N(C(=NC2=CC1)C)C1=CC=C(C=C1)O)=O